C(C1=CC=CC=C1)N1CCC(CC1)NC(CCC1=NN=C2N1N=C(C=C2)Cl)=O N-(1-benzyl-piperidine-4-yl)-3-{6-chloro-[1,2,4]Triazolo[4,3-b]Pyridazin-3-yl}propionamide